beta-D-glucopyranosyl-(1→3) [alpha-L-arabinofuranosyl-(1→4)]-beta-D-glucopyranoside [C@@H]1([C@H](O)[C@@H](O)[C@@H](O1)CO)O[C@H]1[C@@H]([C@H]([C@H](O[C@H]2[C@H](O)[C@@H](O)[C@H](O)[C@H](O2)CO)O[C@@H]1CO)O)O